(4-phenylaminocarbonyl-phenyl)boronic acid C1(=CC=CC=C1)NC(=O)C1=CC=C(C=C1)B(O)O